P(=O)(OCC1=CC=CC=C1)(OCC1=CC=CC=C1)OCON1C(C=C(C=C1C1CCCCC1)C)=O dibenzyl (((6-cyclohexyl-4-methyl-2-oxopyridin-1(2H)-yl) oxy) methyl) phosphate